CC(C)(C)S(=O)/N=C/C=1N(C(=C(N1)C)C)C 2-methyl-N-[(1E)-(1,4,5-trimethylimidazol-2-yl)methylidene]propane-2-sulfinamide